piperazine-1-carboxylic acid [(2s,3s,4e,6s,7s,10s)-7,10-dihydroxy-3,7-dimethyl-12-oxo-2-[(2e,4e,6s)-6-pyridin-2-ylhept-2,4-dien-2-yl]-1-oxocyclododec-4-en-6-yl] ester O[C@@]1([C@H](/C=C/[C@@H]([C@H](C(C(C[C@H](CC1)O)=O)=O)\C(\C)=C\C=C\[C@H](C)C1=NC=CC=C1)C)OC(=O)N1CCNCC1)C